C(#C)C=1C(=CC=C2C=C(C=C(C12)C1=C(C=2N=C(N=C(C2C=N1)N(C[C@H]1NCCCC1)C)N1CCN(CC1)C)F)C(F)(F)F)F (S)-7-(8-ethynyl-7-fluoro-3-(trifluoromethyl)naphthalen-1-yl)-8-fluoro-N-methyl-2-(4-methylpiperazin-1-yl)-N-(piperidin-2-ylmethyl)pyrido[4,3-d]pyrimidin-4-amine